COC=1C=C(C(=O)OC)C=C(C1)C#CC1=NC=CC=C1 METHYL 3-METHOXY-5-(PYRIDIN-2-YLETHYNYL)BENZOATE